2'-chloro-N-(5-(6-(difluoromethoxy)spiro[3.3]heptane-2-carbonyl)-5,6-dihydro-4H-pyrrolo[3,4-d]thiazol-2-yl)-5'-methoxy-6-methyl-[4,4'-bipyridine]-3-carboxamide ClC1=NC=C(C(=C1)C1=C(C=NC(=C1)C)C(=O)NC=1SC2=C(N1)CN(C2)C(=O)C2CC1(C2)CC(C1)OC(F)F)OC